tert-butyl (S)-3-(6-bromo-5-fluoro-2-oxo-2,3-dihydro-1H-benzo[d]imidazole-1-yl)pyrrolidine-1-carboxylate BrC=1C(=CC2=C(N(C(N2)=O)[C@@H]2CN(CC2)C(=O)OC(C)(C)C)C1)F